C[C@@H]1N([C@@H](C[C@]2(C1)OCC(C1=CC(=CC=C12)C(F)(F)F)=O)C=1N=NN(C1)C)C(C(F)(F)F)=O (1S,2'S,6'S)-2'-methyl-6'-(1-methyl-1H-1,2,3-triazol-4-yl)-1'-(2,2,2-trifluoroacetyl)-6-(trifluoromethyl)spiro[isochromane-1,4'-piperidin]-4-one